5-amino-heptane NC(CCCC)CC